potassium-sodium water O.[Na].[K]